CS(=O)(=O)C=1CN(CC1)C(=O)OC(C)(C)C tert-butyl 3-methylsulfonyl-2,5-dihydropyrrole-1-carboxylate